6-Ethoxy-4-(6-(1-tosyl-1,6-diazaspiro[2.5]oct-6-yl)pyridin-3-yl)pyrazolo[1,5-a]pyridine-3-carbonitrile C(C)OC=1C=C(C=2N(C1)N=CC2C#N)C=2C=NC(=CC2)N2CCC1(CN1S(=O)(=O)C1=CC=C(C)C=C1)CC2